6-fluoro-1-((1s,4s)-4-(hydroxymethyl)cyclohexyl)-2-methylquinolin-4(1H)-one FC=1C=C2C(C=C(N(C2=CC1)C1CCC(CC1)CO)C)=O